4-(5-(5-bromo-1H-7-azaindazol-3-yl)pyrimidin-2-yl)morpholine BrC=1C=C2C(=NNC2=NC1)C=1C=NC(=NC1)N1CCOCC1